N[C@@H]1[C@@H](OCC12CCN(CC2)C=2N=C1C(=NC2)N=C(C=C1)SC1=C(C(=NC=C1)N1C[C@@H](CC1)O)Cl)C (R)-1-(4-((2-((3S,4S)-4-amino-3-methyl-2-oxa-8-azaspiro[4.5]decan-8-yl)pyrido[2,3-b]pyrazin-6-yl)thio)-3-chloropyridin-2-yl)pyrrolidin-3-ol